4-(5-bromo-3,4-dihydro-2H-1,7-naphthyridin-1-yl)-5-fluoro-1H-quinazolin-2-one BrC1=C2CCCN(C2=CN=C1)C1=NC(NC2=CC=CC(=C12)F)=O